OCCN(CCO)CC=1C=CC(=NC1)C(=O)NC=1C(=C(C=CC1)C1=C(C(=CC=C1)NC(C1=NC=C(C=C1)CNCCO)=O)C)C 5-((bis(2-hydroxyethyl)amino)methyl)-N-(3'-(5-(((2-hydroxyethyl)amino)methyl)picolinamido)-2,2'-dimethyl-[1,1'-biphenyl]-3-yl)picolinamide